(R)-N-(2-chloro-3-(3'-chloro-6-methoxy-5-((((5-oxopyrrolidin-2-yl)methyl)amino)methyl)-[2,4'-bipyridin]-2'-yl)phenyl)-5-(((3-fluoropropyl)amino)methyl)thiazole-2-carboxamide ClC1=C(C=CC=C1C1=NC=CC(=C1Cl)C1=NC(=C(C=C1)CNC[C@@H]1NC(CC1)=O)OC)NC(=O)C=1SC(=CN1)CNCCCF